N-(4-(5-(difluoromethyl)-1,3,4-oxadiazol-2-yl)-2-fluorobenzyl)-1-ethyl-4-fluoro-N-phenylpiperidine-4-carboxamide FC(C1=NN=C(O1)C1=CC(=C(CN(C(=O)C2(CCN(CC2)CC)F)C2=CC=CC=C2)C=C1)F)F